O=C1NC(CCC1N1C(C(=CC1=O)NC=1C=C(C(=O)N(C)C)C=CC1)=O)=O 3-((1-(2,6-dioxopiperidin-3-yl)-2,5-dioxo-2,5-dihydro-1H-pyrrol-3-yl)amino)-N,N-dimethylbenzamide